C12(CCC(CC1)C2)N2C(C=CC2=O)=O N-norbornyl-maleimide